FC=1C=C(C=C(C1)F)[C@@H]1CC=NN1C(=O)N1CCN(CC1)C1=NC=C(C(=N1)C=1C(NC=CC1)=O)F (S)-3-(2-(4-(5-(3,5-difluorophenyl)-4,5-dihydro-1H-pyrazole-1-carbonyl)piperazin-1-yl)-5-fluoropyrimidin-4-yl)pyridin-2(1H)-one